2-(7-oxoheptyl)-3H-imidazo[4,5-b]pyridine-3-carboxylic acid tert-butyl ester C(C)(C)(C)OC(=O)N1C(=NC=2C1=NC=CC2)CCCCCCC=O